2-(3-(benzyloxy)-3-phenylpropylsulfonyl)-4-(thiophen-2-yl)-6-(trifluoromethyl)pyrimidine C(C1=CC=CC=C1)OC(CCS(=O)(=O)C1=NC(=CC(=N1)C=1SC=CC1)C(F)(F)F)C1=CC=CC=C1